2-fluoro-5-methoxyphenyl-boronic acid FC1=C(C=C(C=C1)OC)B(O)O